(2R,3R,5S)-2-(4-(8-azabicyclo[3.2.1]octane-8-yl)-6-chloro-1H-pyrazolo[3,4-d]pyrimidin-1-yl)-5-(hydroxymethyl)-4-methylenetetrahydrofuran-3-ol C12CCCC(CC1)N2C2=C1C(=NC(=N2)Cl)N(N=C1)[C@@H]1O[C@@H](C([C@H]1O)=C)CO